(4R)-benzyl-3-[(3S,4S)-1-benzyl-4-(thiophen-2-yl)-pyrrolidine-3-carbonyl]-oxazolidine C(C1=CC=CC=C1)C1OCCN1C(=O)[C@@H]1CN(C[C@H]1C=1SC=CC1)CC1=CC=CC=C1